FC=1C(=CC=2N(C1)C=CN2)C2CN(C2)C(=O)OC(C)(C)C tert-butyl 3-(6-fluoroimidazo[1,2-a]pyridin-7-yl)azetidine-1-carboxylate